3,3-Difluorocyclobutyl (S)-5-chloro-2-(1-(pyrazolo[1,5-a]pyrimidine-3-carboxamido)ethyl)benzofuran-7-carboxylate ClC=1C=C(C2=C(C=C(O2)[C@H](C)NC(=O)C=2C=NN3C2N=CC=C3)C1)C(=O)OC1CC(C1)(F)F